6,11-dihydro-5H-benzo[b]carbazole-9-carbonitrile C1=C2C=3CC4=C(CC3NC2=CC=C1)C=CC(=C4)C#N